(E)-4-(4-chlorophenyl)-N'-(3,5-dimethoxybenzylidene)pyridineformylhydrazine ClC1=CC=C(C=C1)C1=CC(=NC=C1)C(=O)N/N=C/C1=CC(=CC(=C1)OC)OC